FC1=C(C(=CC(=C1)C1=C(C=C(C=C1)C#CC1=CC2=C(S1)C=C(S2)CCC)F)C)N2C(CC2)=O (2-fluoro-4-{2-fluoro-4-[(5-propylthieno[3,2-b]thiophen-2-yl)ethynyl]phenyl}-6-methylphenyl)azetidinone